CN1CCN(CC1)C(CC=1N=C(SC1)NC(=O)NC1=CC=C(C=C1)OCCOCCOCCOCCOCC#C)=O 1-[4-[2-(4-methylpiperazin-1-yl)-2-oxo-ethyl]thiazol-2-yl]-3-[4-[2-[2-[2-(2-prop-2-ynoxyethoxy)ethoxy]ethoxy]ethoxy]phenyl]urea